3-(4-dibenzofuranyl)biphenyl C1=CC=C(C=2OC3=C(C21)C=CC=C3)C=3C=C(C=CC3)C3=CC=CC=C3